OC1=CC=C(C=CC=2OC(=CC(C2)=C(C#N)C#N)C)C=C1 2-(2-(4-hydroxystyryl)-6-methyl-4H-pyran-4-ylidene)malononitrile